ethoxyoxazol C(C)OC=1OC=CN1